[N+](=O)([O-])C1=CC=C(OC[C@H]2OCCOC2)C=C1 (2S)-2-[(4-nitrophenoxy)methyl]-1,4-dioxane